C(C)(C)OC(NC1=NC2=C(N1)C=C(C(=C2)C)C)=O (5,6-dimethyl-1H-benzo[d]imidazol-2-yl)carbamic acid isopropyl ester